OC1(COC1)C1=NC=CC=N1 2-(3-hydroxyoxetan-3-yl)pyrimidine